hendecyl alcohol C(CCCCCCCCCC)O